Cl.FC(C1=CC(=NC=C1)N1CCC2(CNC2)CC1)(F)F 7-[4-(trifluoromethyl)pyridin-2-yl]-2,7-diazaspiro[3.5]nonane hydrochloride